lactoyl-eugenol C(C(O)C)(=O)C1=C(C(=CC(=C1)CC=C)OC)O